C(#N)CCC=1C=C2C=C(C=NC2=C(C1C1=C(C(=CC=C1)Cl)Cl)F)C(=O)O 6-(2-cyanoethyl)-7-(2,3-dichlorophenyl)-8-fluoroquinoline-3-carboxylic acid